2,7-dichloro-8-fluoro-4-(2-fluoro-6-azaspiro[3.5]nonan-6-yl)pyrido[4,3-d]pyrimidine ClC=1N=C(C2=C(N1)C(=C(N=C2)Cl)F)N2CC1(CC(C1)F)CCC2